COC([C@H](C)N=P(=O)OC1=C(C=CC=C1)OC[C@H]1O[C@H]([C@]([C@@H]1O)(C)F)N1C2=NC(=NC(=C2N=C1)NC1CCC1)N)=O (S)-2-{[(2r,3r,4r,5r)-5-(2-amino-6-cyclobutylamino-purin-9-yl)-4-fluoro-3-hydroxy-4-methyl-tetrahydro-furan-2-ylmethoxy]-phenoxy-phosphorylamino}-propionic acid methyl ester